CC1=NC(=CC(=C1)C=1N=C(SC1)NC1=CC=C(C=C1)S(=O)(=O)N)C 4-((4-(2,6-dimethylpyridin-4-yl)thiazol-2-yl)amino)benzenesulfonamide